3-Hydroxy-1-(2-hydroxy-4-methoxyphenyl)-2-methylpropan-1-one OCC(C(=O)C1=C(C=C(C=C1)OC)O)C